N-(5-(6-ethoxypyrazin-2-yl)pyridin-2-yl)-tetrahydro-2H-pyran-4-carboxamide C(C)OC1=CN=CC(=N1)C=1C=CC(=NC1)NC(=O)C1CCOCC1